5-formyl-2-methyl-3-(2-trimethylsilylethoxymethyl)-imidazole-4-carboxylic acid C(=O)C1=C(N(C(=N1)C)COCC[Si](C)(C)C)C(=O)O